3-(dimethylcarbamoyl)-3-fluoropyrrolidine-1-carboxylic acid tert-butyl ester C(C)(C)(C)OC(=O)N1CC(CC1)(F)C(N(C)C)=O